1-(3-(3-(4-(7-((3,5-dimethoxyphenyl)amino)-quinoxalin-2-yl)-1H-pyrazol-1-yl)azetidine-1-carbonyl)azetidin-1-yl)-prop-2-en-1-one COC=1C=C(C=C(C1)OC)NC1=CC=C2N=CC(=NC2=C1)C=1C=NN(C1)C1CN(C1)C(=O)C1CN(C1)C(C=C)=O